N1(C=NC=C1)CC1=CC=C(C(=O)NC2=NC3=C(N2)C(=CC=C3C=3C=NN(C3)C)OC)C=C1 4-[(1H-imidazol-1-yl)methyl]-N-[7-methoxy-4-(1-methyl-1H-pyrazol-4-yl)-1H-1,3-benzodiazol-2-yl]benzamide